O[C@@H]1C[C@@H](CCC1)[C@@H]1N(C[C@H](CC1)C)C(C(=O)NC=1C=C(C=NC1)C(=O)N)=O 5-[[2-[(2R,5S)-2-[(1R,3S)-3-Hydroxycyclohexyl]-5-methyl-1-piperidyl]-2-oxo-acetyl]amino]pyridine-3-carboxamide